6-(5-(aminomethyl)-4H-1,2,4-triazol-3-yl-2'-ethoxy-[2,3'-bipyridin]-5-yl-3-ethylpiperazin-1-yl)(2-chloro-4-fluorophenyl)methanone formate C(=O)O.NCC=1NC(=NN1)C1(N(CCNC1CC)C1=CC(=CC(=C1C=O)Cl)F)C=1C=CC(=NC1)C=1C(=NC=CC1)OCC